gold-titanium gold [Au].[Ti].[Au]